FC=1C=C(C=CC1S(=O)(=O)C)C1=NC2=C(N1)C=C(C=C2C)C2CCN(CC2)C2CC1CCC(C2)N1C(C)C 2-(3-fluoro-4-(methylsulfonyl)phenyl)-6-(1-(8-isopropyl-8-azabicyclo[3.2.1]octan-3-yl)piperidin-4-yl)-4-methyl-1H-benzo[d]imidazole